(4R,5R)-2-[6-[(4S,5S)-4,5-diphenyl-4,5-dihydro-oxazol-2-yl]-2-pyridinyl]-4,5-diphenyl-4,5-dihydro-oxazole C1(=CC=CC=C1)[C@@H]1N=C(O[C@H]1C1=CC=CC=C1)C1=CC=CC(=N1)C=1O[C@@H]([C@H](N1)C1=CC=CC=C1)C1=CC=CC=C1